4-[[(1R)-3-amino-2,2,3-trimethyl-cyclopentyl]amino]-6-bromo-N'-[4-[tert-butyl-(dimethyl)silyl]oxy-2-ethyl-5-fluoro-phenyl]pyrrolo[1,2-b]pyridazine-3-carboxamidine NC1(C([C@@H](CC1)NC=1C=2N(N=CC1C(=NC1=C(C=C(C(=C1)F)O[Si](C)(C)C(C)(C)C)CC)N)C=C(C2)Br)(C)C)C